N-(2-(1,4-oxazepane-4-carbonyl)-1H-imidazol-4-yl)-6-methoxy-2-oxo-1,2-dihydroquinoline-3-carboxamide O1CCN(CCC1)C(=O)C=1NC=C(N1)NC(=O)C=1C(NC2=CC=C(C=C2C1)OC)=O